O[C@]1(CC([C@H](CC1)C(=O)O)(C)C)C=1SC(=CN1)C1=CC(=CC(=C1)NC1=NC=CC(=N1)C)C (1S,4R)-4-hydroxy-2,2-dimethyl-4-{5-[3-methyl-5-(4-methyl-pyrimidin-2-ylamino)-phenyl]-1,3-thiazol-2-yl}-cyclohexanecarboxylic acid